NC=1N=NC(=CC1N1N=CC(=C1)N1CCN(CC1)C(=O)OC(C)(C)C)Cl tert-butyl 4-[1-(3-amino-6-chloro-pyridazin-4-yl)pyrazol-4-yl]piperazine-1-carboxylate